BrCCC(C(F)(F)F)C1=CC(=NC=C1)N1N=CC(=C1)C1=C(C(=NC=C1)N)[N+](=O)[O-] 4-(1-(4-(4-bromo-1,1,1-trifluorobutan-2-yl)pyridin-2-yl)-1H-pyrazol-4-yl)-3-nitropyridin-2-amine